tert-butyl (2-(5-bromo-1,2,3,4-tetrahydronaphthalen-1-yl)ethyl)carbamate BrC1=C2CCCC(C2=CC=C1)CCNC(OC(C)(C)C)=O